CC1=CN=C2N1C=C(C=C2)C=2C=CC(=NC2)S(=O)(=O)N2CCC(CC2)NC2=CC=C(C=C2)S(F)(F)(F)(F)F 1-[(5-{3-methylimidazo[1,2-a]pyridin-6-yl}pyridin-2-yl)sulfonyl]-N-[4-(pentafluoro-λ6-sulfanyl)phenyl]piperidin-4-amine